2,2,2-trifluoro-1-phenylethyl trifluoromethanesulfonate FC(S(=O)(=O)OC(C(F)(F)F)C1=CC=CC=C1)(F)F